8-(3-fluoro-4-(methylthio)benzyl)-6,8-dihydro-7H-[1,3]dioxolo[4,5-h]imidazo[4,5-c]quinolin-7-one FC=1C=C(CN2C(NC=3C=NC4=C5C(=CC=C4C32)OCO5)=O)C=CC1SC